2-(4-methoxyphenyl)quinolin-4-amine dihydrochloride Cl.Cl.COC1=CC=C(C=C1)C1=NC2=CC=CC=C2C(=C1)N